BrCC=1C=C(N)C=CC1CBr 3,4-bis(bromomethyl)aniline